rel-(4S)-8-methoxy-4-[1-methyl-7-[4-(4-methylpiperazin-1-yl)anilino]-2-oxo-4H-pyrimido[4,5-d]pyrimidin-3-yl]-3,4-dihydro-2H-quinoline-1-carboxylic acid tert-butyl ester C(C)(C)(C)OC(=O)N1CC[C@@H](C2=CC=CC(=C12)OC)N1C(N(C2=NC(=NC=C2C1)NC1=CC=C(C=C1)N1CCN(CC1)C)C)=O |o1:10|